N-[4-(2,6-dimethylphenyl)-5-[6-(2,2-dimethylpropyl)-3,6-dihydro-2H-pyran-4-yl]-1,3-thiazol-2-yl]benzenesulfonamide CC1=C(C(=CC=C1)C)C=1N=C(SC1C=1CCOC(C1)CC(C)(C)C)NS(=O)(=O)C1=CC=CC=C1